(R)-1-(5-chloro-3-fluoro-pyridin-2-yl)-3-((1r,3R)-3-hydroxycyclobutyl)-4-(4-(trifluoromethyl)-benzyl)piperazine-2,5-dione ClC=1C=C(C(=NC1)N1C([C@H](N(C(C1)=O)CC1=CC=C(C=C1)C(F)(F)F)C1CC(C1)O)=O)F